3-(4-methoxyphenyl)pyridin-4-amine COC1=CC=C(C=C1)C=1C=NC=CC1N